tert-butyl 4-(3-(2-(3-(6-methylpyridin-2-yl)-4-(quinolin-4-yl)-1H-pyrazol-1-yl)acetamido)-5-fluorobenzoyloxy)piperidine-1-carboxylate CC1=CC=CC(=N1)C1=NN(C=C1C1=CC=NC2=CC=CC=C12)CC(=O)NC=1C=C(C(=O)OC2CCN(CC2)C(=O)OC(C)(C)C)C=C(C1)F